COC(C(C(C)=NC)C(C1=NC(=C(C=C1)Br)C)=O)=O methyl-2-(5-bromo-6-methylpicolinoyl)-3-(methylimino)butanoate